dihydrobenzoselenophene [Se]1CCC2=C1C=CC=C2